C1(CC1)C1=CC(=NN1C1OCCCC1)NC1=CC2=C(C(=NO2)NS(=O)(=O)C2=C(C=C(C=C2OC)C(C)OC)OC)C=C1OC N-(6-{[5-cyclopropyl-1-(oxan-2-yl)-1H-pyrazol-3-yl]amino}-5-methoxy-1,2-benzoxazol-3-yl)-2,6-dimethoxy-4-(1-methoxyethyl)benzene-1-sulfonamide